4-(2-hydroxypropan-2-yl)pyridin OC(C)(C)C1=CC=NC=C1